NCCCCCCCCCCCCN L-1,12-diaminododecane